2-amino-1,9-dihydro-9-[(2-hydroxyethoxy)methyl]-6H-purin-6-one monosodium salt [Na].NC=1NC(C=2N=CN(C2N1)COCCO)=O